C1(=CC=CC=C1)C1C(C(C1C1=CC(=CC(O1)=O)OC)C1=CC=CC=C1)C1=CC(=CC(O1)=O)OC 6,6'-(2,4-diphenylcyclobutane-1,3-diyl)bis(4-methoxy-2H-pyran-2-one)